(S)-5-ethynyl-6-fluoro-4-(8-fluoro-4-(methyl(piperidin-2-ylmethyl)amino)-2-morpholinopyrido[4,3-d]pyrimidin-7-yl)-2-naphthonitrile C(#C)C1=C2C(=CC(=CC2=CC=C1F)C#N)C1=C(C=2N=C(N=C(C2C=N1)N(C[C@H]1NCCCC1)C)N1CCOCC1)F